bis-(methyl)-1,4,8,11-tetraazacyclotetradecane CC1CNCCNCC(CNCCNC1)C